C12(C(CC(CC1)C2(C)C)O)C camphanol